BrC1=CC(=C2C(=N1)C(=NN2C2CC2)C)Br 5,7-dibromo-1-cyclopropyl-3-methyl-1H-pyrazolo[4,3-b]pyridine